2-(3-(1H-indol-3-yl)-1-methoxy-1-oxopropan-2-yl)-1,3-dioxoisoindoline N1C=C(C2=CC=CC=C12)CC(C(=O)OC)N1C(C2=CC=CC=C2C1=O)=O